C(C)O[Si]1(N(CCC1)CCC[Si](OCC)(OCC)C)OCC 2,2-diethoxy-1-(3-methyldiethoxysilylpropyl)-1-aza-2-silacyclopentane